[O-2].[Mn+2] manganese oxid